COCCCN1C(C(=CC=C1)C(=O)N)=O 3-methoxypropyl-2-oxo-1,2-dihydropyridine-3-carboxamide